O=C1N(CC2=C(C=CC=C12)SCCCC1=CC=C(C=C1)CN1CCCCC1)C1C(NC(CC1)=O)=O 3-(1-oxo-4-((3-(4-(piperidin-1-ylmethyl)phenyl)propyl)thio)isoindolin-2-yl)piperidine-2,6-dione